NS(=O)(=O)NC1CCC2(CNC2)CC1 7-((aminosulfonyl)amino)-2-azaspiro[3.5]nonane